7-bromo-5-fluoro-1-[(4-methoxyphenyl)methyl]-2,3-dihydro-1H-benzo[d]imidazol-2-one BrC1=CC(=CC2=C1N(C(N2)=O)CC2=CC=C(C=C2)OC)F